5-chloro-2-isopropyl-1H-pyrrolo[3,2-b]pyridine ClC1=CC=C2C(=N1)C=C(N2)C(C)C